N1(CCOCC1)C1=NC=CC2=C1C(NC2)=O 4-morpholinyl-1,2-dihydro-3H-pyrrolo[3,4-c]Pyridin-3-one